ClC=1C(=C(C=CC1OCC(C)(F)F)NC=1C2=C(N=CN1)C=CC(=N2)O[C@@H]2CN(CC2)C(C=C)=O)F (S)-1-(3-((4-((3-chloro-4-(2,2-difluoropropoxy)-2-fluorophenyl)-amino)pyrido[3,2-d]pyrimidin-6-yl)oxy)pyrrolidin-1-yl)prop-2-en-1-one